C(C)OC(C1=C(C=C(C=C1)C(F)(F)F)NC12CC(C1)C2)=O 2-(bicyclo[1.1.1]pentan-1-ylamino)-4-(trifluoromethyl)benzoic acid ethyl ester